2-((1r,2s)-1-(2-cyano-4-fluorophenyl)-1-(1-methyl-1H-pyrazol-4-yl)propan-2-yl)-5-hydroxy-N-(isoxazol-4-yl)-1-methyl-6-oxo-1,6-dihydropyrimidine-4-carboxamide C(#N)C1=C(C=CC(=C1)F)[C@@H]([C@H](C)C=1N(C(C(=C(N1)C(=O)NC=1C=NOC1)O)=O)C)C=1C=NN(C1)C